1,2,5-oxadiazole 2-oxide O1[N+](=CC=N1)[O-]